2-(1-methyl-1H-indol-5-yl)ethanol 2-(2-ethoxyethoxy)ethyl-L-alaninate Hydrochloride Cl.C(C)OCCOCCN[C@@H](C)C(=O)OCCC=1C=C2C=CN(C2=CC1)C